C(C)NN(C(C(=C)CC)=O)NCC N,N-diethylaminoethylacrylamide